4H-1,2,4-triazol N=1N=CNC1